CN1CC(CC2CC3(CCC12)OCCO3)C(=O)NCCC 1'-Methyl-N-Propyl-Octahydro-1'H-Spiro[1,3-Dioxolane-2,6'-Quinoline]-3'-Carboxamide